S1N=NC2=C1C(=CC=C2C2=CC=C(C=O)C=C2)C2=CC=C(C=O)C=C2 4,4'-(benzothiadiazole-4,7-diyl)dibenzoaldehyde